CC=1CCC(C(CCC(CCC1)=C)(C)C)C1CCCCCCCCCC1 4,11,11-trimethyl-8-methylenebicycloundec-4-ene